ClC=1C=C(C=CC1OCC1=NC(=CC=C1)C#N)NC1=NC=C(C(=N1)C=1C=C(C2=C(N(C(=N2)C)C(C)C)C1)F)F N-(3-chloro-4-((6-cyanopyridin-2-yl)methoxy)phenyl)-4-(4-fluoro-1-isopropyl-2-methyl-1H-benzimidazol-6-yl)-5-fluoropyrimidin-2-amine